3'-(propane-2,2-diylbis(sulfanediyl))dipropanoic acid CC(C)(SCCC(=O)O)SCCC(=O)O